CCCCCCC/C=C\CCCC(COC[C@H](COP(=O)(O)OC[C@@H](C(=O)O)N)O)OC 1-(2-methoxy-6Z-tetradecenyl)-sn-glycero-3-phosphoserine